NC1=C(C=CC=C1Br)C(O)C1=C(C=CC(=C1)F)C (2-amino-3-bromophenyl)(5-fluoro-2-methylphenyl)methanol